3-(2-isobutyloxazol-5-yl)-indole C(C(C)C)C=1OC(=CN1)C1=CNC2=CC=CC=C12